C(C1=CC=CC=C1)OC1=C(N2C(C3=C(C=CC=C13)Br)=NC=N2)C(=O)OC methyl 6-benzyloxy-10-bromo-[1,2,4]triazolo[5,1-a]isoquinoline-5-carboxylate